C1(=CC=CC=C1)N1C([C@@H](N(CC2=C1C=CC=C2)/C(=N/C#N)/OC(C)([2H])C2=CC(=C(C(=C2)F)F)F)C(C)C)=O 1-(3,4,5-trifluorophenyl)ethan-1-d-1-ol phenyl-(S,Z)-N-cyano-3-isopropyl-2-oxo-1,2,3,5-tetrahydro-4H-benzo[e][1,4]diazepine-4-carbimidate